CC=1C(=C(C=C(C1)C)C1N(CCC1)C(=O)[O-])C1N(CCC1)C(=O)[O-] 3,5-dimethyl-1,2-phenylenebis(pyrrolidine-1-carboxylate)